4,6-di-O-acetyl-2-N-butyryl-D-glucosamine C(C)(=O)O[C@H]1[C@@H]([C@H](C(O)O[C@@H]1COC(C)=O)NC(CCC)=O)O